COC=1C=C(C=CC1OC)C1=NC=CC=2C3=CC=CC=C3NC12 1-(3,4-DIMETHOXYPHENYL)-β-CARBOLINE